C(C)(C)(C)OC(=O)N1CC=2C=C(C=NC2C[C@H]1C)Br (7R)-3-bromo-7-methyl-7,8-dihydro-5H-1,6-naphthyridine-6-carboxylic acid tert-butyl ester